CC1=C(C(=CC=C1)C)SCC(C1=CC=CC=C1)NC1=CC=C(C=C1)OC N-(2-((2,6-dimethylphenyl)thio)-1-phenylethyl)-4-methoxyaniline